CC=1C=C(C(=C(C1)O)CC(CCCC(CCCC(CC)C)C)C)O 5-Methyl-2-(2,6,10-trimethyldodecyl)benzene-1,3-diol